(+)-gallic acid C(C1=CC(O)=C(O)C(O)=C1)(=O)O